COC(=O)C1CCN(CC1)C(=O)C1CCCC=2C(=NN(C12)C1=CC(=CC=C1)O[C@@H](C)C1=CC2=C(OC(O2)(F)F)C=C1)C(F)(F)F 1-[1-[3-[(1S)-1-(2,2-difluoro-1,3-benzodioxol-5-yl)ethoxy]phenyl]-3-(trifluoromethyl)-4,5,6,7-tetrahydroindazole-7-carbonyl]piperidine-4-carboxylic acid methyl ester